3-(2-chlorophenyl)-7-fluoro-2-(1-methylpiperidin-4-yl)-4-oxo-2,3-dihydro-1H-quinoline-5-carboxylic acid methyl ester COC(=O)C=1C=2C(C(C(NC2C=C(C1)F)C1CCN(CC1)C)C1=C(C=CC=C1)Cl)=O